Cl.C(C1=CC=CC=C1)(=O)OC1[C@@](C=CC=C1)(OC(CNC)=O)C(CC(=O)OC(C)C)NC(=O)OC(C)OC(C(C)C)=O (2S)-2-(((1-(isobutyryloxy)ethoxy)carbonyl)amino-3-isopropoxy-3-oxopropyl)-2-(2-(methylamino)acetoxy)phenyl benzoate hydrochloride